5-(2-chloro-3,3,3-trifluoroprop-1-en-1-yl)-1-methyl-1H-imidazole ClC(=CC1=CN=CN1C)C(F)(F)F